2-(3,4-epoxycyclohexyl)ethyltrimethoxySilane tert-butyl-(S)-4-(4-aminophenyl)-3-methylpiperazine-1-carboxylate C(C)(C)(C)OC(=O)N1C[C@@H](N(CC1)C1=CC=C(C=C1)N)C.C1(CC2C(CC1)O2)CC[Si](OC)(OC)OC